C(C)(C)(C)C1N(CCC(C1)OCC#CC1=CC=CC=2N(C(N(C21)C)=O)C2C(NC(CC2)=O)=O)C(=O)OC[C@@H]2[C@H]([C@H]([C@@H](O2)C2=CN(C(=O)NC2=O)O)O)O 1-hydroxypseudouridine tert-butyl-4-[3-[1-(2,6-dioxo-3-piperidyl)-3-methyl-2-oxo-benzimidazol-4-yl]prop-2-ynoxy]piperidine-1-carboxylate